C(=C)C1CCC(C1)C=C 2,4-divinylcyclopentane